7-((2S,5R)-2,5-dimethyl-4-(1-(quinoxalin-6-yl)ethyl)piperazin-1-yl)-2-(2-methoxyethyl)-4-methyl-2,4-dihydro-5H-pyrazolo[4,3-b]pyridin-5-one C[C@@H]1N(C[C@H](N(C1)C(C)C=1C=C2N=CC=NC2=CC1)C)C=1C=2C(N(C(C1)=O)C)=CN(N2)CCOC